1-(2-Aminoethyl)-N1-dodecyl-1,2-ethanediamine NCCC(CN)NCCCCCCCCCCCC